diphenyl-((trimethylsilyloxy)methyl)pyrrolidine C1(=CC=CC=C1)C1(N(CCC1)CO[Si](C)(C)C)C1=CC=CC=C1